4-{4-[(1S)-1-{[5-(2,4-difluorophenoxy)pyrazin-2-yl] carbamoyl}ethyl]-2,2-dimethylpiperazine-1-carbonyl}-2-(hydroxymethyl)pyridin-1-ium-1-olate FC1=C(OC=2N=CC(=NC2)NC(=O)[C@H](C)N2CC(N(CC2)C(=O)C2=CC(=[N+](C=C2)[O-])CO)(C)C)C=CC(=C1)F